O1CCN(CC1)CCCCCCCCSC=1C=C2CN(C(C2=CC1)=O)C1C(NC(CC1)=O)=O 3-(5-((8-morpholinooctyl)thio)-1-oxoisoindolin-2-yl)piperidine-2,6-dione